2-[3-amino-2-hydrazin-ylideneimidazolidin-1-yl]-3-methylbutanoic acid NN1C(N(CC1)C(C(=O)O)C(C)C)=NN